FC(OC1CN(C1)C1=CC(N(N=C1)CC=1C(=NOC1C)C=1C=NC(=CC1)C)=O)F 5-(3-(Difluoromethoxy)azetidin-1-yl)-2-((5-methyl-3-(6-methylpyridin-3-yl)isoxazol-4-yl)methyl)pyridazin-3(2H)-one